C(C)OC(C1=CC=C(C=C1)N(C)C)=O ethyl-p-(dimethylamino)benzoate